1-[2-(benzo[d]isoxazol-3-yl)phenyl]ethan-1-one O1N=C(C2=C1C=CC=C2)C2=C(C=CC=C2)C(C)=O